6-bromo-2,4-diphenyl-pyrimidine BrC1=CC(=NC(=N1)C1=CC=CC=C1)C1=CC=CC=C1